CN1NN(C=CC1)C1=C(N=CN1)C(=O)N 5-(3-methyltriazin-1-yl)-imidazole-4-carboxamide